trifluoro-N-(2-(prop-2-yn-1-yloxy)ethyl)acetamide FC(C(=O)NCCOCC#C)(F)F